C(C1=CC=CC=C1)(C1=CC=CC=C1)C1=C(NC(C)C2=NC(=CC=C2)C(C)NC2=C(C=CC=C2C)C)C(=CC(=C1)C(C1=CC=CC=C1)C1=CC=CC=C1)Cl 2-(1-(2,4-bis(benzhydryl)-6-chloro-anilino)ethyl)-6-(1-(2,6-dimethyl-anilino)ethyl)pyridine